ClC1=CC(=C(C=C1)C1(OC2=C(O1)C=CC=C2C2CCN(CC2)CC2=NC1=C(N2CCC=2N=NN(C2)C)C=C(C=C1)C(=O)O)C)F 2-({4-[2-(4-chloro-2-fluorophenyl)-2-methyl-1,3-benzodioxol-4-yl]piperidin-1-yl}methyl)-1-[2-(1-methyl-1H-1,2,3-triazol-4-yl)ethyl]-1H-benzimidazole-6-carboxylic acid